γ-Aminopropoxytrimethoxysilane NCCCO[Si](OC)(OC)OC